(3R,4S,5R)-2-(2-chloro-4-(cyclopentylamino)imidazo[2,1-f][1,2,4]triazin-7-yl)-5-(hydroxymethyl)tetrahydrofuran-3,4-diol ClC1=NN2C(C(=N1)NC1CCCC1)=NC=C2C2O[C@@H]([C@H]([C@H]2O)O)CO